C(C)C1=CC=C(C=C1)NS(=O)(=O)C=1C=C2C(CC(OC2=CC1)C1CCOCC1)=O N-(4-ethylphenyl)-4-oxo-2-(tetrahydro-2H-pyran-4-yl)chroman-6-sulfonamide